FC(OC=1C=CC(=NC1)N1C[C@@H]2[C@H](CC1)N(CC2)C(=O)OC(C)(C)C)(F)F tert-Butyl (3aR,7aS)-5-[5-(trifluoromethoxy)-2-pyridyl]-3,3a,4,6,7,7a-hexahydro-2H-pyrrolo[3,2-c]pyridine-1-carboxylate